IC=1C=C(C(=O)NC2=CC=C(C=C2)S(N)(=O)=O)C=CC1OC 3-Iodo-4-methoxy-N-(4-sulfamoylphenyl)benzamide